CS(=O)(=O)C1=CC=C(C=C1)C=1N=C2SC(=NN2C1)C1CCN(CC1)C(=O)OC(C)C isopropyl 4-(6-(4-(methylsulfonyl)phenyl)imidazo[2,1-b][1,3,4]thiadiazol-2-yl)piperidine-1-carboxylate